tert-butyl (3aS,7aR)-6-methyl-octahydro-1H-pyrrolo[2,3-c]pyridine-1-carboxylate CN1C[C@H]2[C@@H](CC1)CCN2C(=O)OC(C)(C)C